(R,E)-N-(2-cyano-4-(8-(1-methyl-6-(trifluoromethyl)-1H-benzo[d]imidazol-5-yl)indolizine-3-carbonyl)phenyl)-3-(pyrrolidin-2-yl)acrylamide C(#N)C1=C(C=CC(=C1)C(=O)C1=CC=C2C(=CC=CN12)C1=CC2=C(N(C=N2)C)C=C1C(F)(F)F)NC(\C=C\[C@@H]1NCCC1)=O